C(#N)/C(/C(=O)NC1CC1)=C(/O)\C1=CC(=C(C(=C1)[N+](=O)[O-])OC)OC (Z)-2-cyano-N-cyclopropyl-3-(3,4-dimethoxy-5-nitrophenyl)-3-hydroxyacrylamide